CC1=C(C(=CC=C1)C#C[Si](C(C)C)(C(C)C)C(C)C)CN (2-methyl-6-((triisopropylsilyl)ethynyl)phenyl)methylamine